BrC1=CC(=C(C=C1Cl)CC(=O)O)C(N(C)C1=C(C=CC=C1)OC)=O [4-bromo-5-chloro-2-[(2-methoxy-phenyl)-methyl-carbamoyl]-phenyl]-acetic acid